BrC1=C(C=CC=C1)C1=CC=NN1CC 5-(2-bromophenyl)-1-ethyl-1H-pyrazole